FC=1C=CC(=C2C=C(N(C12)CCNC1=NC=NC(=C1)C=1C=C2C=CNC2=CC1)C)OC [2-(7-Fluoro-4-methoxy-2-methyl-indol-1-yl)-ethyl]-[6-(1H-indol-5-yl)-pyrimidin-4-yl]-amin